ClC1=CC(=C(C=C1)C1=NC(=CC=2N=C(N(C(C21)=O)CCC)C)N2C[C@H](OCC2)C2=CC=NN2C)F (S)-5-(4-chloro-2-fluorophenyl)-2-methyl-7-(2-(1-methyl-1H-pyrazol-5-yl)morpholino)-3-propylpyrido[4,3-d]pyrimidin-4(3H)-one